ClP1OC=CC(O1)=O 2-chloro-1,3,2-dioxaphosphorin-4-one